Ethyl (2E)-3-cyclopropylprop-2-enoate C1(CC1)/C=C/C(=O)OCC